(Z)-4-((5-(1-oxidothiomorpholino)thiophen-2-yl)methylene)-3-phenylisoxazol-5(4H)-one O=S1CCN(CC1)C1=CC=C(S1)\C=C/1\C(=NOC1=O)C1=CC=CC=C1